N2-(4-(2,4-dimethyloxazol-5-yl)-2-methoxyphenyl)-6-methyl-N8-neopentylpyrido[3,4-d]pyrimidine-2,8-diamine CC=1OC(=C(N1)C)C1=CC(=C(C=C1)NC=1N=CC2=C(N1)C(=NC(=C2)C)NCC(C)(C)C)OC